NC(C)(C)C1=C2C=C(N=CC2=C(N=C1)O[C@@H]1C[C@@H](C1)S(=O)(=O)CC)NC1=CC=C2C(=N1)[C@H]([C@@H](OC2=O)C)C (7S,8R)-2-((5-(2-Aminopropan-2-yl)-8-((cis)-3-(ethylsulfonyl)cyclobutoxy)-2,7-naphthyridin-3-yl)amino)-7,8-dimethyl-7,8-dihydro-5H-pyrano[4,3-b]pyridin-5-one